C(=O)(O)C1=C(C=CC=C1)C=1C2=CC=C(C=C2C=C2C(CCCC12)=CC1=CC=C(C=C1)SC)N(CC)CC 9-(2-carboxyphenyl)-6-(diethylamino)-4-(4-methylthiobenzylidene)-1,2,3,4-tetrahydroanthracene